NC1=C(C=C(N=N1)C1=C(C=CC=C1)O)N1CC2CCC(C1)N2C2=NC(=NC=C2)Cl 2-[6-amino-5-[8-(2-chloropyrimidin-4-yl)-3,8-diazabicyclo[3.2.1]Octane-3-yl]Pyridazin-3-yl]Phenol